ClC=1C=C(C=CC1OCC1CC1)N(C(C#C[Si](C(C)C)(C(C)C)C(C)C)=O)C(C(C)(C)C)C1=NC2=C(N1C)C=CC=C2 N-(3-chloro-4-(cyclopropylmethoxy)phenyl)-N-(2,2-dimethyl-1-(1-methyl-1H-benzo[d]imidazol-2-yl)propyl)-3-(triisopropylsilyl)propiolamide